FC1=C(C(=CC=C1C(=O)O)F)C1=CC=C(C=C1)NC([C@@H]1N(CCC1)C(NC1=CC=C(C=C1)C(C)C)=O)=O 2,6-difluoro-4'-[(1-{[4-(propan-2-yl)phenyl]carbamoyl}-D-prolyl)amino][1,1'-biphenyl]-3-carboxylic acid